3-methoxy-5-(2-methoxypropoxy)aniline COC=1C=C(N)C=C(C1)OCC(C)OC